BrC=1C=C2C(=CNC2=CC1)S(=O)(=O)C1=CC(=C(C=C1)OC)N1CCN(CC1)C 5-bromo-3-((4-methoxy-3-(4-methylpiperazin-1-yl)phenyl)sulfonyl)-1H-indole